7-chloro-1-cyclopropyl-6-fluoro-3-({[(3S)-1-(6-methylpyridin-3-yl)piperidin-3-yl][(2-methylpyridin-4-yl)methyl]amino}methyl)-1,4-dihydro-quinolin-4-one ClC1=C(C=C2C(C(=CN(C2=C1)C1CC1)CN(CC1=CC(=NC=C1)C)[C@@H]1CN(CCC1)C=1C=NC(=CC1)C)=O)F